5-(chloromethyl)-3-(7,7,8,8,8-pentafluorooctyl)-1,2,4-oxadiazole ClCC1=NC(=NO1)CCCCCCC(C(F)(F)F)(F)F